CC1=C(OC(C(=O)O)(C)C)C(=CC(=C1)CN1C(N(C2C1CCC2)C2=CC=C(C=C2)C(F)(F)F)=O)C 2-(2,6-Dimethyl-4-((2-oxo-3-(4-(trifluoromethyl)phenyl)hexahydrocyclopenta[d]imidazol-1(2H)-yl)methyl)phenoxy)-2-methylpropanoic acid